tert-butyl (3R,5R)-3-(3-chloro-5,6-dihydro-7H-pyrrolo[2,3-c]pyridazin-7-yl)-5-fluoropiperidine-1-carboxylate ClC1=CC2=C(N=N1)N(CC2)[C@H]2CN(C[C@@H](C2)F)C(=O)OC(C)(C)C